N1(N=CC=C1)C=1C=C(C=CC1)C1=C(C(=NC(=N1)N1CCOCC1)C(=O)OC)OC methyl 6-(3-(1H-pyrazol-1-yl)phenyl)-5-methoxy-2-morpholino-pyrimidine-4-carboxylate